FC1=NC(=CC(=C1)I)F 2,6-difluoro-4-iodopyridine